tertiary butyl-cis-butadiene C(C)(C)(C)\C=C/C=C